NC1=CC(=C(C=C1[N+](=O)[O-])NCCO)Cl 2-(4-amino-2-chloro-5-nitrophenylamino)ethanol